tert-butyl(7-fluoro-3-((7-methyl-8-oxo-6,7,8,9-tetrahydro-5H-imidazo[1,2-d][1,4]diazepin-2-yl)amino)-6-(4-methylpyridin-3-yl)isoquinolin-8-yl)carbamate C(C)(C)(C)OC(NC=1C(=C(C=C2C=C(N=CC12)NC=1N=C2N(CCN(C(C2)=O)C)C1)C=1C=NC=CC1C)F)=O